(tert-butyl 3-(1-methyl-1H-imidazol-2-yl) benzyl) carbamate C(N)(OC(C1=CC(=CC=C1)C=1N(C=CN1)C)C(C)(C)C)=O